4-[(3-methyloxetan-3-yl)amino]Pyridine CC1(COC1)NC1=CC=NC=C1